4-{8-chloro-[1,3]diazino[5,4-d]pyrimidin-2-yl}-1,2,3,6-tetrahydropyridine-1-carboxylic acid tert-butyl ester C(C)(C)(C)OC(=O)N1CCC(=CC1)C=1N=CC2=C(N1)C(=NC=N2)Cl